FC1=C(OCOCC[Si](C)(C)C)C(=CC(=C1)I)F 2-[(2,6-Difluoro-4-iodo-phenoxy)methoxy]ethyl-trimethyl-silane